4-(3-(1',2'-Dihydrospiro[cyclobutane-1,3'-pyrrolo[2,3-b]pyridin]-5'-yl)phenyl)morpholin-3-one N1CC2(C=3C1=NC=C(C3)C=3C=C(C=CC3)N3C(COCC3)=O)CCC2